CN(C)C1=CC=C(C=C1)N=NC2=CC=CC=N2 4-(2-pyridylazo)-n,n-dimethylaniline